7-(2-(4-(6-fluorobenzothiophen-4-yl)piperazin-1-yl)ethyl)-2-oxo-3,4-dihydroquinoline-1(2H)-carboxylic acid benzyl ester C(C1=CC=CC=C1)OC(=O)N1C(CCC2=CC=C(C=C12)CCN1CCN(CC1)C1=CC(=CC2=C1C=CS2)F)=O